FC(C)(F)C1=NC(=CC(=N1)C1=CN(C2=CN=C(C=C21)NC(C)=O)C2CN(C2)C)C N-(3-(2-(1,1-difluoroethyl)-6-methylpyrimidin-4-yl)-1-(1-methylazetidin-3-yl)-1H-pyrrolo[2,3-c]pyridin-5-yl)acetamide